5-(3-chlorophenyl)-4-ethyl-3-((4-methoxyphenylmethyl)oxy)picolinic acid ClC=1C=C(C=CC1)C=1C(=C(C(=NC1)C(=O)O)OCC1=CC=C(C=C1)OC)CC